N-(1-((4-(6-methyl-1H-pyrrolo[2,3-b]pyridin-5-yl)phenyl)sulfonyl)piperidin-4-yl)-5-(trifluoromethyl)pyridin-2-amine CC1=C(C=C2C(=N1)NC=C2)C2=CC=C(C=C2)S(=O)(=O)N2CCC(CC2)NC2=NC=C(C=C2)C(F)(F)F